C=1N=CN2C1C1=CC=CC=C1[C@@H]2[C@H]2[C@@H](C1(CC2)CCOCC1)O (1S,2S)-2-((S)-5H-imidazo[5,1-a]isoindol-5-yl)-8-oxaspiro[4.5]decan-1-ol